tert-butyl (3-(4-bromo-1-(2,2,2-trifluoroethyl)-indol-2-yl)prop-2-yn-1-yl)carbamate BrC1=C2C=C(N(C2=CC=C1)CC(F)(F)F)C#CCNC(OC(C)(C)C)=O